2-[1-[(2R)-2-(2-methoxyphenyl)-2-(oxacyclohex-4-yloxy)ethyl]-5-methyl-6-(1,3-oxazol-2-yl)-2,4-dioxo-1H,2H,3H,4H-thieno[2,3-d]pyrimidin-3-yl]-2-methylpropanamide COC1=C(C=CC=C1)[C@H](CN1C(N(C(C2=C1SC(=C2C)C=2OC=CN2)=O)C(C(=O)N)(C)C)=O)OC2CCOCC2